2,2-dicyclohexylethanol C1(CCCCC1)C(CO)C1CCCCC1